C1(CCCCC1)C(C)NS(=O)(=O)C=1C=CC2=C(NC(=N2)C2=C(C=CC=C2)O)C1 N-(1-cyclohexylethyl)-2-(2-hydroxyphenyl)-1H-benzo[d]imidazole-6-sulfonamide